glycidyl citraconate C(\C(\C)=C/C(=O)[O-])(=O)OCC1CO1